5-((1-(2,3-Dihydroimidazo[2,1-b]oxazol-6-yl)-2-oxo-1,2-dihydropyridin-3-yl)amino)-N-((1r,2r)-2-methoxycyclobutyl)-7-(methylamino)pyrazolo[1,5-a]pyrimidine-3-carboxamide O1C=2N(CC1)C=C(N2)N2C(C(=CC=C2)NC2=NC=1N(C(=C2)NC)N=CC1C(=O)N[C@H]1[C@@H](CC1)OC)=O